C(CCC)C1=NC(=NO1)NC1=C(N=NN1C)C1=CC=C(C(=N1)C)O[C@@H]1C[C@H](CCC1)C(=O)O (1S,3S)-3-((6-(5-((5-Butyl-1,2,4-oxadiazol-3-yl)amino)-1-methyl-1H-1,2,3-triazol-4-yl)-2-methylpyridin-3-yl)oxy)cyclohexane-1-carboxylic acid